CC=1C(=C(C(=NC1C)NC1=CC=C(C=C1)C(F)(F)F)C1=NOC(N1)=O)OCCN1CCN(CC1)C 3-[5,6-dimethyl-4-[2-(4-methylpiperazin-1-yl)ethoxy]-2-[4-(trifluoromethyl)anilino]-3-pyridyl]-4H-1,2,4-oxadiazol-5-one